ClC=1C=CC(=NC1)C1(OC2=C(O1)C=CC=C2C2CCN(CC2)CC2=NC1=C(N2C[C@H]2OCC2)C=C(C=C1O)C(=O)OC)C methyl 2-((4-(2-(5-chloropyridin-2-yl)-2-methylbenzo[d][1,3]dioxolan-4-yl) piperidin-1-yl) methyl)-4-hydroxy-1-(((S)-oxetan-2-yl) methyl)-1H-benzo[d]imidazole-6-carboxylate